FC(CCCCCC(O)O)(F)F Trifluoroheptanediol